C1(=CC=CC=C1)NC1=NC(=CC=C1C(=O)O)C(F)(F)F 2-(Phenylamino)-6-(trifluoromethyl)pyridine-3-carboxylic acid